CN(CC(COCCCCCCCC\C=C/C\C=C/CCCCC)OC(CCC)O[C@@H]1CC2=CC[C@H]3[C@@H]4CC[C@H]([C@@H](CCCC(C)C)C)[C@]4(CC[C@@H]3[C@]2(CC1)C)C)C 3-dimethylamino-2-(cholest-5-en-3beta-oxybutan-4-oxy)-1-(cis,cis-9,12-octadecadienyloxy)propane